[O-]S(=O)(=O)C(F)(F)F.C(CCCCCCCC)[N+]1(CCCC1)CCC 1-nonyl-1-propylpyrrolidinium triflate